N1(CCOCC1)C(=O)C1=CC=C(C=C1)C=1C=C2CC3(C(NC2=CC1)=O)CN(CC3)C#N 6'-(4-(morpholine-4-carbonyl)phenyl)-2'-oxo-1',4'-dihydro-2'H-spiro[pyrrolidine-3,3'-quinoline]-1-carbonitrile